(+)-(R)-4-(2-methoxyprop-2-yl)-1-methylcyclohex-1-ene COC(C)(C)[C@H]1CC=C(CC1)C